CC=1C=C(C(=O)N2C3=C(SCC2)C(=CN=C3)C3=CC=C(C#N)C=C3)C=CC1 4-(4-(3-Methylbenzoyl)-3,4-dihydro-2H-pyrido[4,3-b][1,4]thiazin-8-yl)benzonitrile